FC1=CC(=C(OC2=NC(=C(C=C2B(O)O)C)C)C=C1)C [2-(4-fluoro-2-methyl-phenoxy)-5,6-dimethyl-3-pyridyl]boronic acid